C(C)C1C(C1C(=O)O)CC diethylcyclopropanecarboxylic acid